CC1=C(C=CC=C1)N=C(C)C1=NC=CC=C1 2-[1-(2-methylphenyl-imino)ethyl]pyridine